NC1=NC=2C=CC(=CC2C2=C1C=NN2C)C(=O)N(C)C(C)C=2C=CC1=C(N=CS1)C2 4-amino-N-(1-(benzo[d]thiazol-5-yl)ethyl)-N,1-dimethyl-1H-pyrazolo[4,3-c]quinoline-8-carboxamide